2-(3-cyanophenyl)-N-[(1S)-1,2-dimethylallyl]-3-(2,6-dimethyl-4-pyridinyl)pyrazolo[1,5-a]pyrimidine-5-carboxamide C(#N)C=1C=C(C=CC1)C1=NN2C(N=C(C=C2)C(=O)N[C@H](C(=C)C)C)=C1C1=CC(=NC(=C1)C)C